tert-butyl 4-(1-acetyl-6-(2,4-dioxotetrahydropyrimidin-1(2H)-yl)-1H-indol-2-yl)piperidine-1-carboxylate C(C)(=O)N1C(=CC2=CC=C(C=C12)N1C(NC(CC1)=O)=O)C1CCN(CC1)C(=O)OC(C)(C)C